[Mg+2].OC(CC(=O)[O-])CCC(=O)[O-] 3-hydroxyadipic acid magnesium salt